ClC=1C=C2C(N(C(=NC2=C(C1)C)C)C1=CC=C(C=C1)O)=O 6-chloro-3-(4-hydroxyphenyl)-2,8-dimethylquinazolin-4(3H)-one